ClC1=CC(=C(COC2=CC=CC(=N2)C2=CC(=C(OC3=NC4=C(N3C[C@H]3OCCC3)C=C(C=C4)C(=O)OC)C=C2)F)C=C1)F methyl (S)-2-(4-(6-((4-chloro-2-fluorobenzyl) oxy) pyridin-2-yl)-2-fluorophenoxy)-1-((tetrahydrofuran-2-yl) methyl)-1H-benzo[d]imidazole-6-carboxylate